NC1=C(N=C2N1C=CC=C2C2=CC1=CN(N=C1C=C2OC)C)C(=O)NCCC 3-Amino-8-(6-methoxy-2-methyl-2H-indazol-5-yl)-N-propylimidazo[1,2-a]pyridine-2-carboxamide